C(CN(C([O-])=O)C)N(C(OCCC1=CC=CC=C1)=O)C 2-phenylethyl ethane-1,2-diylbis(methylcarbamate)